NC1=C(C(=NC(=N1)CC1=C(C=CC=C1)C)OCCO)OC1=C(C=CC=C1)OC 2-((6-amino-5-(2-methoxyphenoxy)-2-(2-methylbenzyl)pyrimidin-4-yl)oxy)ethan-1-ol